δ-Caprolactone C1(CCCC(C)O1)=O